ClC=1C(=C2N=C(N=C3C2=C(C[C@H]([C@H]2[C@@H]4CC[C@H](CN32)N4C(=O)OC(C)(C)C)CC)N1)S(=O)(=O)CC)F tert-butyl (5R,5aS,6S,9R)-2-chloro-5-ethyl-12-(ethylsulfonyl)-1-fluoro-4,5,5a,6,7,8,9,10-octahydro-3,10a,11,13,14-pentaaza-6,9-methanonaphtho[1,8-ab]heptalene-14-carboxylate